3-(4-(2-(3-chlorophenyl-amino)pyridin-4-yl)pyridin-2-ylamino)propanol ClC=1C=C(C=CC1)NC1=NC=CC(=C1)C1=CC(=NC=C1)NCCCO